CC1=C(C=2C(=N[C@H](C=3N(C2S1)C(=NN3)C)CC(=O)OC(C)(C)C)C3=CC=C(C=C3)B3OCCCCC(C(O3)(C)C)(C)C)C t-butyl {(6S)-2,3,9-trimethyl-4-[4-(4,4,5,5-tetramethyl-1,3,2-dioxaboronan-2-yl)phenyl]-6H-thieno[3,2-f][1,2,4]triazolo[4,3-a][1,4]diazepin-6-yl}acetate